acryloyloxypropylmethyldimethoxysilane C(C=C)(=O)OCCC[Si](OC)(OC)C